C(C=C)N1CC2=C(CC1)C(=C(S2)NC(=O)C2CC(C2)NC(C)C)C=2SC1=C(N2)C=CC(=C1)Br N-(6-allyl-3-(6-bromobenzo[d]thiazol-2-yl)-4,5,6,7-tetrahydrothieno[2,3-c]pyridin-2-yl)-3-(isopropylamino)cyclobutane-1-carboxamide